P(=O)(OC[N+]1=C(C(=CC=C1)C1=CC(=NO1)CC1=CC=C(C=C1)CC#N)N)(O)[O-] (2-amino-3-(3-(4-(cyanomethyl)benzyl)isoxazol-5-yl)pyridin-1-ium-1-yl)methyl hydrogen phosphate